OCCOC(=O)C1=CC=C(C=C1)C1=NC2=C(N1)C=CC(=C2)C(=O)O 2-(4-hydroxyethoxycarbonyl-phenyl)-1H-benzimidazole-5-carboxylic acid